FC(S(=O)(=O)OC1=CC=C(C=C1)CCO)(F)F 4-(2-hydroxyethyl)phenyl trifluoromethanesulfonate